FC(C(C(=O)O)(C)C1=CC(=CC=C1)I)F 3,3-difluoro-2-(3-iodophenyl)-2-methylpropanoic acid